BrCC1(COC1)CNC1=C(C=C(C=C1)NC1=CC(=C(C=C1)F)Cl)C N1-((3-(bromomethyl)oxetan-3-yl)methyl)-N4-(3-chloro-4-fluorophenyl)-2-methylbenzene-1,4-diamine